3-Sulfopropyl-Potassium Acrylate C(C=C)(=O)O.S(=O)(=O)(O)CCC[K]